(E)-N'-(3,5-dihydroxybenzylidene)-4-hydroxy-3-methylbenzofuran-2-carbohydrazide OC=1C=C(\C=N\NC(=O)C=2OC3=C(C2C)C(=CC=C3)O)C=C(C1)O